Tert-butyl N-[3-[2-[tert-butyl(dimethyl)silyl]oxyethyl-(2-cyanoethyl)amino]propyl]carbamate [Si](C)(C)(C(C)(C)C)OCCN(CCCNC(OC(C)(C)C)=O)CCC#N